CCCCCCCCCCCCCCCCCCCCCCCCC(C(=O)N[C@@H](COP(=O)(O)OC1[C@@H]([C@H](C([C@H]([C@H]1O)O)O)O)O)[C@@H](C(CCCCCCCCCCCCCCCC)O)O)O The molecule is a ceramide phosphoinositol compound having a hexacosanoyl group amide-linked to a C20 phytosphingosine base, with hydroxylation at C-2 of the very-long-chain fatty acid.